2-chloro-6-[2-(morpholin-4-yl)ethyl]-6,7-dihydro-4H-pyrazolo[1,5-a]pyrrolo[3,4-d]pyrimidine ClC1=NN2C(NC=3C(=C2)CN(C3)CCN3CCOCC3)=C1